CN(C(C#CC(=O)N1C2C(N(CC1CC2)C=2SC(=CC2)C)=O)(C)C)C 8-(4-(dimethylamino)-4-methylpent-2-ynoyl)-3-(5-methylthiophen-2-yl)-3,8-diazabicyclo[3.2.1]octan-2-one